2-pyrimidinyl isothiocyanate N1=C(N=CC=C1)N=C=S